[Cl-].C(CCCCC)[N+]1=NN(C=C1)C 1-hexyl-3-methyl-1,2,3-triazolium chloride